5-(tert-butyl)-N-(4-(tert-butyl)phenyl)-[1,1'-biphenyl]-2-amine C(C)(C)(C)C1=CC=C(C(=C1)C1=CC=CC=C1)NC1=CC=C(C=C1)C(C)(C)C